CN(CC(=O)N1CCC(CC1)C=1C=C2C(=C(NC2=CC1)C1=CC=2N(C(=C1)OC)N=C(N2)C)C(C)C)C 2-(dimethylamino)-1-(4-(3-isopropyl-2-(5-methoxy-2-methyl-[1,2,4]triazolo[1,5-a]pyridin-7-yl)-1H-indol-5-yl)piperidin-1-yl)ethan-1-one